C1N(CCC2=CC=CC=C12)[C@H]1[C@@H](CN(CC1)C1=NC=NC(=C1)NC1=C(C=CC=C1)C(F)(F)F)O trans-4-(3,4-dihydroisoquinolin-2(1H)-yl)-1-(6-((2-trifluoromethylphenyl)amino)pyrimidin-4-yl)piperidin-3-ol